ClC=1C=NC(=C(C(=O)NC2CCC(CC2)CN2C(N(C3=C2C=CC=C3)C=3C=NC(=CC3)N[C@@H]3COCC3)=O)C1)C(F)(F)F 5-chloro-N-((1S,4r)-4-((2-oxo-3-(6-(((S)-tetrahydro-furan-3-yl)amino)pyridin-3-yl)-2,3-dihydro-1H-benzo[d]imidazol-1-yl)methyl)cyclohexyl)-2-(trifluoro-methyl)nicotinamide